C(C1=CC=CC=C1)N1CC2=C(N=NC(=C2CC1)Cl)N[C@H]1[C@@H](CCCC1)O (1R,2R)-2-[(6-benzyl-1-chloro-5,6,7,8-tetrahydropyrido[3,4-d]pyridazin-4-yl)amino]cyclohexan-1-ol